CC1CN(CC(C1)C)S(=O)(=O)C1=CC=2C(C3=CC(=CC=C3N(C2C=C1)C)S(=O)(=O)N1CC(CC(C1)C)C)=NO 2,7-bis(3,5-dimethylpiperidin-1-ylsulfonyl)-9-hydroxyimino-10-methyl-(9H,10H)-acridine